(6S,9R)-N-(5-chloro-2-fluoro-4-nitrophenyl)-3-oxo-3,5,6,7,8,9-hexahydro-2H-6,9-epiminocyclohepta[c]pyridazine-10-carboxamide ClC=1C(=CC(=C(C1)NC(=O)N1[C@@H]2CC=3C(=NNC(C3)=O)[C@H]1CC2)F)[N+](=O)[O-]